(R)-2-methyl-N-[(3R)-spiro[3H-benzofuran-2,4'-piperidine]-3-yl]propane-2-sulfinamide CC(C)(C)[S@@](=O)N[C@@H]1C2=C(OC13CCNCC3)C=CC=C2